COC=1C=C2CCN(CC2=CC1OC)CC1=C(N=C2N1C=CC=C2)C2=CC=C(C=C2)NC(CN2CCN(CC2)C)=O N-(4-(3-((6,7-dimethoxy-3,4-dihydroisoquinolin-2(1H)-yl)methyl)imidazo[1,2-a]pyridin-2-yl)phenyl)-2-(4-methylpiperazin-1-yl)acetamide